3-((13-(triethylsilyl)tridecyl)thio)propyl hydrogen ((((R)-1-(6-amino-9H-purin-9-yl)propan-2-yl)oxy)methyl)phosphonate NC1=C2N=CN(C2=NC=N1)C[C@@H](C)OCP(OCCCSCCCCCCCCCCCCC[Si](CC)(CC)CC)(O)=O